FC=1C=CC2=C(NC(=NS2(=O)=O)NCC=2C=NN(C2)C)C1C(C)C1=C(C=CC=C1)F 6-fluoro-5-(1-(2-fluorophenyl)ethyl)-3-(((1-methyl-1H-pyrazol-4-yl)methyl)amino)-4H-benzo[e][1,2,4]thiadiazine 1,1-dioxide